tert-Butyl [(1S,2R)-2-({4-[(4-methylbenzenesulfonyl)oxy]but-2-yn-1-yl}oxy)-2,3-dihydro-1H-inden-1-yl]carbamate CC1=CC=C(C=C1)S(=O)(=O)OCC#CCO[C@H]1[C@H](C2=CC=CC=C2C1)NC(OC(C)(C)C)=O